CC=1N(C(=CC1)C)C1=NN2C(C(=C(C=C2)C2=NC(=CC=C2)C=2C=NN(C2)C(CC)C2=CC=C(C=C2)F)F)=N1 2-(2,5-dimethyl-1H-pyrrol-1-yl)-8-fluoro-7-(6-(1-(1-(4-fluorophenyl)propyl)-1H-pyrazol-4-yl)pyridin-2-yl)[1,2,4]triazolo[1,5-a]pyridine